(4-(1-(cyclopropylmethyl)-1H-benzo[d]imidazol-2-yl)piperidin-1-yl)(1-methyl-3-(o-tolyl)-1H-indazol-6-yl)methanone C1(CC1)CN1C(=NC2=C1C=CC=C2)C2CCN(CC2)C(=O)C2=CC=C1C(=NN(C1=C2)C)C2=C(C=CC=C2)C